N-((2-(2,6-dioxopiperidin-3-yl)-1-oxoisoindolin-5-yl)methyl)-2,2-difluoro-2-(3-methylpyridin-2-yl)acetamide O=C1NC(CCC1N1C(C2=CC=C(C=C2C1)CNC(C(C1=NC=CC=C1C)(F)F)=O)=O)=O